C(\C(\C)=C/C(=O)[O-])(=O)OC1CCC(CC1)(CC)CC diethylcyclohexyl citraconate